(R)-N-(1-(1-Azaspiro[3.3]heptan-1-yl)propan-2-yl)-4-(5-(trifluoromethyl)-1,2,4-oxadiazol-3-yl)benzamide N1(CCC12CCC2)C[C@@H](C)NC(C2=CC=C(C=C2)C2=NOC(=N2)C(F)(F)F)=O